C1(CCCCCCC1)COCCO 2-(cyclooctylmethoxy)ethane-1-ol